2-(4,6-bis(2,4-dimethylphenyl)-1,3,5-triazin-2-yl)-5-(3-((2-ethylhexyl)oxy)-2-hydroxypropoxy)phenol CC1=C(C=CC(=C1)C)C1=NC(=NC(=N1)C1=C(C=C(C=C1)C)C)C1=C(C=C(C=C1)OCC(COCC(CCCC)CC)O)O